FC1=C(C=C(C(=C1)C(=O)N1CCCCC1)OC)C1=NC=2C=CNC(C2C(=C1)NC1=NC=C(C=C1)C1CCNCC1)=O 2-[2-fluoro-5-methoxy-4-(piperidine-1-carbonyl)phenyl]-4-[[5-(4-piperidyl)-2-pyridyl]amino]-6H-1,6-naphthyridin-5-one